BrC1=C(C=C2C(CC(N(C2=C1)C1=C(C=CC=C1C)CC)=O)=O)F 7-bromo-1-(2-Ethyl-6-methylphenyl)-6-fluoroquinoline-2,4(1H,3H)-dione